CC12C(C3CC(CC(C1)(C3)C)(C2)C)C 1,2,5,7-tetramethyladamantane